C(C)(C)(C)[C@@H]1CC=2C=C3C(=NC2CC1)SC(=C3)C(=O)N[C@H](CC[NH+]3C1COC(C3)C1)C1=CC=C(C=C1)C1=CNC(C=C1)=O (6S)-6-tert-butyl-N-[(1R)-3-(2-oxa-5-azoniabicyclo[2.2.1]heptan-5-yl)-1-[4-(6-oxo-1H-pyridin-3-yl)phenyl]propyl]-5,6,7,8-tetrahydrothieno[2,3-b]quinoline-2-carboxamide